lithium diethoxide [O-]CC.[O-]CC.[Li+].[Li+]